bromo-7-chloroisoindolin-1-one BrN1C(C2=C(C=CC=C2C1)Cl)=O